3-((2-(6-ethylpyridin-3-yl)-8-methoxy-2,3-dihydrobenzo[b][1,4]dioxin-6-yl)methyl)-6-((1-methylazetidin-3-yl)oxy)-3H-imidazo[4,5-b]pyridine C(C)C1=CC=C(C=N1)C1COC2=C(O1)C(=CC(=C2)CN2C=NC=1C2=NC=C(C1)OC1CN(C1)C)OC